4-methoxy-1-vinylnaphthalene COC1=CC=C(C2=CC=CC=C12)C=C